C(C)(C)(C)OC(=O)N1[C@@H](CCC1)C=1SC=C(N1)C(=O)O (S)-2-(1-(tert-butoxycarbonyl)pyrrolidin-2-yl)thiazole-4-carboxylic acid